6-((1R,2R)-3-(2-(4-chlorophenyl)acetamido)-1,2-dihydroxypropyl)-4-hydroxytetrahydro-2H-pyran-2-carboxylic acid ClC1=CC=C(C=C1)CC(=O)NC[C@H]([C@@H](O)C1CC(CC(O1)C(=O)O)O)O